FC=1C(=CC2=C(COC3=CC=4NC[C@H](N(S(C4C=C23)(=O)=O)C)CC(C)C)C1F)C(=O)O (R)-3,4-difluoro-10-isobutyl-11-methyl-8,9,10,11-tetrahydro-5H-benzo[3,4]chromeno[7,6-f][1,2,5]thiadiazepine-2-carboxylic acid 12,12-dioxide